1-[5-bromo-1-(tetrahydropyran-4-ylmethyl)indole-3-carbonyl]-4-(4-fluorophenyl)piperidine-4-carboxylic acid BrC=1C=C2C(=CN(C2=CC1)CC1CCOCC1)C(=O)N1CCC(CC1)(C(=O)O)C1=CC=C(C=C1)F